O1CCN(CC1)C(=O)C1=CC(=C(C=C1)[N+](=O)[O-])N1CCCCC1 morpholino(4-nitro-3-(piperidin-1-yl)-phenyl)methanone